2,6-Anhydro-4-(5-bromo-6-chloro-3-cyano-2H-indazol-2-yl)-3,4,5-trideoxy-5-pivalamido-D-glycero-D-galacto-non-2-enonic acid BrC1=CC2=C(N(N=C2C=C1Cl)[C@H]1C=C(C(=O)O)O[C@H]([C@@H]1NC(C(C)(C)C)=O)[C@H](O)[C@H](O)CO)C#N